ClC1=CC2=C(N=N1)N(C=N2)CC2(CCNCC2)F 4-({3-Chloro-7H-imidazo[4,5-c]pyridazin-7-yl}methyl)-4-fluoropiperidine